FC=1C=C(C=CC1F)N1C2=CC=3C=NNC3N=C2C(=C1C(C)C)[C@@H]1CC[C@H](CC1)C(=O)OC trans-Methyl 4-[10-(3,4-difluorophenyl)-11-isopropyl-2,4,5,10-tetrazatricyclo[7.3.0.03,7]dodeca-1,3(7),5,8,11-pentaen-12-yl]cyclohexanecarboxylate